ClC1=C(C(=O)NCC(N2CCC(CC2)COC2=NC=CC(=N2)C(F)(F)F)C2=C(N=CS2)C(F)F)C(=CC=C1)F 2-Chloro-N-{2-[4-(difluoromethyl)-1,3-thiazol-5-yl]-2-[4-({[4-(trifluoromethyl)pyrimidin-2-yl]oxy}methyl)piperidin-1-yl]ethyl}-6-fluorobenzamid